C1(=CC=CC=C1)NC(=O)C1=NN(C(C=C1C)=O)C1=CC(=C(C=C1)OC1=CC=NC2=CC(=C(C=C12)OC)OCCCN1CCC(CC1)C)F N-phenyl-1-(3-fluoro-4-{6-methoxy-7-[3-(4-methyl-1-piperidinyl)propoxy]quinolin-4-yloxy}phenyl)-4-methyl-6-oxo-1,6-dihydropyridazine-3-carboxamide